(3R)-hydroxybutanoate OC(C(=O)[O-])CC